C(C1=CC=CC=C1)OC(=O)N[C@H](C(=O)N1[C@@H]([C@H]2C([C@H]2C1)(C)C)C(=O)NN(C(OC(C)(C)C)=O)C[C@H]1C(NCCC1)=O)[C@H](CC)C tert-butyl N-[[(1R,2S,5S)-3-[(2S,3S)-2-(benzyloxycarbonylamino)-3-methyl-pentanoyl]-6,6-dimethyl-3-azabicyclo[3.1.0]hexane-2-carbonyl]amino]-N-[[(3S)-2-oxo-3-piperidyl]methyl]carbamate